1,4'-difluorobenzophenone FC1(C(=O)C2=CC=C(C=C2)F)CC=CC=C1